COC1=NC=C(C(=C1)B1OC(C(O1)(C)C)(C)C)C 2-methoxy-5-methyl-4-(4,4,5,5-tetramethyl-1,3,2-dioxaborolan-2-yl)pyridine